tert-butyl 3-(5-(2-bromoacetyl)thiophen-2-yl)-3-hydroxyazetidine-1-carboxylate BrCC(=O)C1=CC=C(S1)C1(CN(C1)C(=O)OC(C)(C)C)O